C1OCC12CN(C2)C=2C=CC(=NC2)NC2=NC1=C(C=CC=C1C=N2)N2CC1(CN(C1)C)CC2 N-(5-(2-oxa-6-azaspiro[3.3]heptan-6-yl)pyridin-2-yl)-8-(2-methyl-2,6-diazaspiro[3.4]octan-6-yl)quinazolin-2-amine